3-bromo-1,2-dihydropyrrole BrC1CNC=C1